2,2'-Methylenbis(6-tert-butyl-4-methylphenol) C(C1=C(C(=CC(=C1)C)C(C)(C)C)O)C1=C(C(=CC(=C1)C)C(C)(C)C)O